N-(1-methyl-1H-pyrazol-4-yl)-N-(1-methylpiperidin-4-yl)sulfamide hydrochloride Cl.CN1N=CC(=C1)N(S(=O)(=O)N)C1CCN(CC1)C